N[C@@H]1CCCC12CCN(CC2)C=2N=CC(=NC2)SC2=CC=NC(=C2C#N)Cl (R)-4-((5-(1-amino-8-azaspiro[4.5]decan-8-yl)pyrazin-2-yl)thio)-2-chloronicotinonitrile